CC1(C(C1C1=NC=CC=C1)C=1C=CC2=C(C(=C(O2)C)C(=O)OCC)C1)C ethyl 5-(2,2-dimethyl-3-(pyridin-2-yl)cyclopropyl)-2-methylbenzofuran-3-carboxylate